COC1=NC(=CC=C1C=1C=NN2C1N=C(C=C2)N2C[C@H](CC2)N(C(OC(C)C)=O)C)OC (S)-isopropyl (1-(3-(2,6-dimethoxypyridin-3-yl)pyrazolo[1,5-a]pyrimidin-5-yl)pyrrolidin-3-yl)(methyl)carbamate